(S)-N-acetyl-4-trifluoromethylphenylalanine-(R)-1-phenylethylamine salt C1(=CC=CC=C1)[C@@H](C)N.C(C)(=O)N[C@@H](CC1=CC=C(C=C1)C(F)(F)F)C(=O)O